ClC1=C(C=C(C=C1)SCCCCN(C([C@H]([C@H]([C@@H]([C@H](CO)O)O)O)O)=O)C1CCS(CC1)(=O)=O)CNC1(CC1)C=1C=NC=CC1C1=C(C=CC=C1)OC1CC1 (2S,3S,4R,5S)-N-[4-({4-chloro-3-[({1-[4-(2-cyclopropoxyphenyl)pyridin-3-yl]cyclopropyl}amino)methyl]phenyl}sulfanyl)butyl]-N-(1,1-dioxo-1λ6-thian-4-yl)-2,3,4,5,6-pentahydroxyhexanamide